(tridecyl)-1,1,3-tris(2-methyl-5-tert-butyl-4-hydroxy-phenyl)butane diphosphite OP(O)OP(O)O.C(CCCCCCCCCCCC)C(CC(C)C1=C(C=C(C(=C1)C(C)(C)C)O)C)(C1=C(C=C(C(=C1)C(C)(C)C)O)C)C1=C(C=C(C(=C1)C(C)(C)C)O)C